C(C)OC(C(C(=O)OCC)F)=O diethyl-fluoromalonate